3-(5-(2-(hydroxymethyl)-7-azaspiro[3.5]nonan-7-yl)-1-oxoisoindolin-2-yl)piperidine-2,6-dione OCC1CC2(C1)CCN(CC2)C=2C=C1CN(C(C1=CC2)=O)C2C(NC(CC2)=O)=O